methyl 3-methoxy-2-((4-methyl-[1,1'-biphenyl]-3-yl)oxy)acrylate COC=C(C(=O)OC)OC=1C=C(C=CC1C)C1=CC=CC=C1